5-methyl-N-[[(1R,3S)-3-[[5-(6-oxopyridazin-1-yl)-2-pyridyl]amino]cyclopentyl]methyl]isoxazole-3-carboxamid CC1=CC(=NO1)C(=O)NC[C@H]1C[C@H](CC1)NC1=NC=C(C=C1)N1N=CC=CC1=O